N(=NC(C(=O)NC(C)(CO)CO)(C)C)C(C(=O)NC(C)(CO)CO)(C)C azobis[2-methyl-N-[1,1-bis(hydroxymethyl)ethyl]propionamide]